C1(CCCCC1)[C@@H](C(=O)N1CCC2C1CN(CC2)CCC2=CC=C(C=C2)O)NC(=O)[C@H](C)N(C(OC(C)(C)C)=O)C tert-Butyl N-[(1S)-1-[[(1S)-1-cyclohexyl-2-[6-[2-(4-hydroxyphenyl)ethyl]-octahydro-1H-pyrrolo[2,3-c]pyridin-1-yl]-2-oxoethyl]carbamoyl]ethyl]-N-methylcarbamate